O(C1=CC=CC=C1)C1=C(C=CC=C1)CCC(C(=O)O)=C.C(C=C)(=O)OCC(OC1=CC=CC=C1)C1=CC=CC=C1 phenylphenoxyethyl acrylate (o-phenoxyphenylethyl acrylate)